METHYL ISOBUTANETHIOATE C(C(C)C)(OC)=S